[4-[[3-(2,3-difluoro-4-methoxyphenyl)imidazo[1,2-a]pyrazin-8-yl]amino]-2-methylphenyl]-[4-[(2S,4S)-4-ethyl-4-hydroxypyrrolidine-2-carbonyl]piperazin-1-yl]methanone FC1=C(C=CC(=C1F)OC)C1=CN=C2N1C=CN=C2NC2=CC(=C(C=C2)C(=O)N2CCN(CC2)C(=O)[C@H]2NC[C@](C2)(O)CC)C